(2S,4S)-4-((7-bromo-2-(3-(dimethylamino)-3-methylazetidin-1-yl)-8-fluoro-6-iodo-3-nitroquinolin-4-yl)amino)-2-(cyanomethyl)piperidine-1-carboxylic acid tert-butyl ester C(C)(C)(C)OC(=O)N1[C@@H](C[C@H](CC1)NC1=C(C(=NC2=C(C(=C(C=C12)I)Br)F)N1CC(C1)(C)N(C)C)[N+](=O)[O-])CC#N